2-benzyl-5-bromopyrimidine C(C1=CC=CC=C1)C1=NC=C(C=N1)Br